styrene Vinyl-acetate C(=C)CC(=O)O.C=CC1=CC=CC=C1